1-(3-(4-Methoxyphenyl)-1,2,4-oxadiazol-5-yl)-N-((1-((tetrahydro-2H-pyran-3-yl)methyl)pyrrolidin-3-yl)methyl)piperidine-4-carboxamide COC1=CC=C(C=C1)C1=NOC(=N1)N1CCC(CC1)C(=O)NCC1CN(CC1)CC1COCCC1